4-imidazo[1,2-a]pyridin-7-yltetrahydropyran-4-ol N=1C=CN2C1C=C(C=C2)C2(CCOCC2)O